Methyl 2-fluoro-5-[(5-fluoro-2,4-dioxo-quinazolin-1-yl)methyl]benzoate FC1=C(C(=O)OC)C=C(C=C1)CN1C(NC(C2=C(C=CC=C12)F)=O)=O